FC(C(=O)O)(F)F.FC(OC1CC(C1)N)(F)F 3-(trifluoromethoxy)cyclobutanamine 2,2,2-trifluoroacetate